ethyl [(1R,5S,6R)-3-{3-chloro-5-cyano-6-[(2S,3R)-3-hydroxy-2-methylazetidin-1-yl]-4-(trifluoromethyl)pyridin-2-yl}-3-azabicyclo[3.1.0]hex-6-yl]acetate ClC=1C(=NC(=C(C1C(F)(F)F)C#N)N1[C@H]([C@@H](C1)O)C)N1C[C@@H]2C([C@@H]2C1)CC(=O)OCC